(6-(((6aR,8R)-6a-ethyl-2-(3-fluoro-2-methoxyphenyl)-5,6,6a,7,8,9-hexahydro-pyrrolo[1',2':4,5]pyrazino[2,3-c]pyridazin-8-yl)oxy)-2,4-dimethylpyridin-3-yl)methanol C(C)[C@]12N(C=3C(=NN=C(C3)C3=C(C(=CC=C3)F)OC)NC1)C[C@@H](C2)OC2=CC(=C(C(=N2)C)CO)C